1,3-divinyltetramethyldisilazane C[Si](C)(C=C)N[Si](C)(C)C=C